Iodomethyldimethoxysilane IC[SiH](OC)OC